ClC=1C(=NC(=NC1)NC=1C=C(CN2C[C@@H](N[C@@H](C2)C)CO)C=C(C1)C1CC1)C1=CNC2=CC(=CC=C12)C ((2R,6R)-4-(3-((5-chloro-4-(6-methyl-1H-indol-3-yl)pyrimidin-2-yl)amino)-5-cyclopropylbenzyl)-6-methylpiperazin-2-yl)methanol